N[C@@H]1C2=C(N=CS2)CC12CCN(CC2)C2=CN=C1C(=N2)NN=C1C(=O)C1=CC=CC=C1 (S)-(6-(6-amino-4,6-dihydrospiro[cyclopenta[d]thiazole-5,4'-piperidin]-1'-yl)-1H-pyrazolo[3,4-b]pyrazin-3-yl)(phenyl)methanone